3-(hydroxymethyl)methyl-oxetane OCC1C(OC1)C